[2-(diethylamino)ethyl](trimethylsilyl)amine C(C)N(CCN[Si](C)(C)C)CC